(R)-6-(4-(1-(5-aminopyridin-3-yl)ethyl)-8-chloro-5,6-dihydro-4H-[1,4]oxazepino[5,6,7-de]quinazolin-9-yl)-N,N-bis(4-methoxybenzyl)-4-methyl-5-(trifluoromethyl)pyridin-2-amine NC=1C=C(C=NC1)[C@@H](C)N1CCOC=2C=3C1=NC=NC3C=C(C2Cl)C2=C(C(=CC(=N2)N(CC2=CC=C(C=C2)OC)CC2=CC=C(C=C2)OC)C)C(F)(F)F